(3-chlorophenyl)((4-methoxy-3,5-dimethylpyridin-2-yl)methyl)carbamic acid tert-butyl ester C(C)(C)(C)OC(N(CC1=NC=C(C(=C1C)OC)C)C1=CC(=CC=C1)Cl)=O